COC(C1=CC(C(=O)OC)=C(C=C1N1C2=CC=C(C=C2C=2C=C(C=CC12)Cl)Cl)N1C2=CC=C(C=C2C=2C=C(C=CC12)Cl)Cl)=O 4,6-bis(3,6-dichloro-9H-carbazole-9-yl)isophthalic acid dimethyl ester